FC1=C(C=CC=C1OC)C1=CC2=C(N(C(N2)=O)[C@H](CS(=O)(=O)C)C2=NC(=C(C=C2)OC)OCC)C=C1 (S)-5-(2-fluoro-3-methoxyphenyl)-1-(1-(6-ethoxy-5-methoxypyridin-2-yl)-2-(methylsulfonyl)ethyl)-1H-benzo[d]imidazol-2(3H)-one